O[C@H]1C2CCC(C1)N2CC(=O)C2=C(N(C(=C2)C#CC2COC2)C2=CC=C(C#N)C=C2)C (+-)-4-(3-(2-((2R)-2-hydroxy-7-azabicyclo[2.2.1]heptan-7-yl)acetyl)-2-methyl-5-(oxetan-3-ylethynyl)-1H-pyrrol-1-yl)benzonitrile